C(C)(C)(C)OC(NCC1=CC(=CC=C1)N1N=C(C=C1C(NC1=C(C=CC(=C1)C(CCC1CC1)(C=1C=NC=CC1)N)F)=O)C(F)(F)F)=O (-)-3-(5-(5-(1-amino-3-cyclopropyl-1-(pyridin-3-yl)propyl)-2-fluorophenylcarbamoyl)-3-(trifluoromethyl)-1H-pyrazol-1-yl)benzyl-carbamic acid tert-butyl ester